BrC=1C2=C(SC1)C=CC(=C2)C(C)(C)C 3-bromo-5-(tert-butyl)-benzo[b]thiophene